rel-2-((3R,4R)-4-(((6-(cyclopropyl((6-(1,1-difluoroethyl)pyridin-3-yl)methyl)amino)-5-fluoropyrimidin-4-yl)amino)methyl)-3-hydroxypiperidin-1-yl)acetamide C1(CC1)N(C1=C(C(=NC=N1)NC[C@@H]1[C@H](CN(CC1)CC(=O)N)O)F)CC=1C=NC(=CC1)C(C)(F)F |o1:12,13|